O=C(CCCCCCCC(=O)O)CCCCCC(OCCCCCCCCCCC)=O 9,15-dioxo-15-(undecyloxy)pentadecanoic acid